2-propenoyl-2-azaspiro[3.4]octane C(C=C)(=O)N1CC2(C1)CCCC2